C(C)(C)(C)OC(=O)C1CC(C1)(C(C)O)N cis-3-amino-3-(1-hydroxyethyl)cyclobutanecarboxylic acid tert-butyl ester